OC[C@H]1N(CC1)C(=O)OCC1=CC=CC=C1 Benzyl (2S)-2-(hydroxymethyl)azetidine-1-carboxylate